3,5-dimethoxybenzyl chloride COC=1C=C(CCl)C=C(C1)OC